4,6-dichloro-5-(1,3-dioxolan-2-yl)-2-(methanesulfonyl)pyrimidine ClC1=NC(=NC(=C1C1OCCO1)Cl)S(=O)(=O)C